FC(OC=1C(=CC(=NC1)C)C1=C(C=NC(=C1)C)C(=O)NC=1SC(=NN1)OC)F 5'-(difluoromethoxy)-N-(5-methoxy-1,3,4-thiadiazol-2-yl)-2',6-dimethyl-(4,4'-bipyridine)-3-carboxamide